(2S,3R)-3-hydroxybutan-2-yl propionate C(CC)(=O)O[C@@H](C)[C@@H](C)O